tert-butyldimethoxysilane benzyl-(1S,2R,4S,6S)-2-(4-bromophenyl)-4-ethoxy-6-(hydroxymethyl)cyclohexane-1-carboxylate C(C1=CC=CC=C1)OC(=O)[C@H]1[C@@H](C[C@@H](C[C@@H]1CO)OCC)C1=CC=C(C=C1)Br.C(C)(C)(C)[SiH](OC)OC